N-(6-(2-chloro-5-fluorophenyl)-6-hydroxy-1-methyl-2,8-dioxo-1,6,7,8-tetrahydro-2H-oxazolo[4,5-e]isoindol-5-yl)-3-fluoro-5-(trifluoromethyl)benzamide ClC1=C(C=C(C=C1)F)C1(NC(C2=C3C(=CC(=C12)NC(C1=CC(=CC(=C1)C(F)(F)F)F)=O)OC(N3C)=O)=O)O